C(C=C)C(C(=O)[O-])CC(=O)[O-].[Na+].[Na+] sodium allylsuccinate